N-[4-(4-Fluoro-1,3-benzoxazol-2-yl)phenyl]-3-methyloxetan-3-carboxamid FC1=CC=CC2=C1N=C(O2)C2=CC=C(C=C2)NC(=O)C2(COC2)C